2-((S)-4-(7-(8-Chloronaphthalen-1-yl)-8-fluoro-2-(((S)-1-methylpyrrolidin-2-yl)methoxy)pyrido[4,3-d]pyrimidin-4-yl)piperazin-2-yl)acetonitrile ClC=1C=CC=C2C=CC=C(C12)C1=C(C=2N=C(N=C(C2C=N1)N1C[C@@H](NCC1)CC#N)OC[C@H]1N(CCC1)C)F